5-chloro-2-(2-methoxyethoxy)aniline ClC=1C=CC(=C(N)C1)OCCOC